CC1(OB(OC1(C)C)/C=C/CCOC(CC(=O)OCC)C)C Ethyl 3-[(E)-4-(4,4,5,5-tetramethyl-1,3,2-dioxaborolan-2-yl)but-3-enoxy]butanoate